C(CCC)C(C(=O)O)CCCCCC(=O)O butylsuberic acid